2-methylthio-N6-methyl-N6-threonylcarbamoyl-adenosine CSC=1N=C(C=2N=CN([C@H]3[C@H](O)[C@H](O)[C@@H](CO)O3)C2N1)N(C(NC([C@@H](N)[C@H](O)C)=O)=O)C